5-((3-(trans-3-(3-cyclopropyl-4-(2,7-naphthyridin-1-yl)-1H-pyrazol-1-yl)cyclobutyl)propyl)amino)-2-(2,6-dioxopiperidin-3-yl)isoindoline-1,3-dione C1(CC1)C1=NN(C=C1C1=NC=CC2=CC=NC=C12)[C@@H]1C[C@H](C1)CCCNC=1C=C2C(N(C(C2=CC1)=O)C1C(NC(CC1)=O)=O)=O